ClC1=C2C3=C(N=CN=C3C(=C1C=1C(=CC=C3C=CNC(C13)=O)F)F)N1[C@H](CO2)CN(CC1)C(C=C)=O 8-[(8aS)-6-Chloro-4-fluoro-10-(prop-2-enoyl)-8,8a,9,10,11,12-hexahydropyrazino[2',1':3,4][1,4]oxazepino[5,6,7-de]quinazolin-5-yl]-7-fluoroisoquinolin-1(2H)-one